tert-Butyl N-[(1R,5S,8s)-3-(6-chloropyrimidin-4-yl)-3-azabicyclo[3.2.1]octan-8-yl]carbamate ClC1=CC(=NC=N1)N1C[C@H]2CC[C@@H](C1)C2NC(OC(C)(C)C)=O